N(=[N+]=[N-])CC1=CC=C(S1)C=1OC(=NN1)C(F)F 2-(5-(azidomethyl)thiophen-2-yl)-5-(difluoromethyl)-1,3,4-oxadiazole